FC1=CC=C2CC[C@@](C2=C1)(CCC1C(NC(N(C1=O)C1CCOCC1)=O)=O)N[S@](=O)C(C)(C)C (R)-N-((1R)-6-fluoro-1-(2-(2,4,6-trioxo-1-(tetrahydro-2H-pyran-4-yl)hexahydropyrimidin-5-yl)ethyl)-2,3-dihydro-1H-inden-1-yl)-2-methylpropane-2-sulfinamide